3,5-Diamino-3-[1-[4-[(E)-3-oxo-3-[4-(4-pentylphenyl)phenyl]prop-1-enyl]phenoxy]pentyl]cyclohexa-1,4-diene-1-carboxylic acid NC1(C=C(CC(=C1)N)C(=O)O)C(CCCC)OC1=CC=C(C=C1)\C=C\C(C1=CC=C(C=C1)C1=CC=C(C=C1)CCCCC)=O